N1C=C(C2=CC=CC=C12)C1=CC(NC1=O)=O 4-(1H-indol-3-yl)1H-pyrrole-2,5-dione